N-(5-(1-methylpiperidin-4-yloxy)pyridin-2-yl)-3-(pyridin-2-yl)-1,2,4-thiadiazol-5-amine CN1CCC(CC1)OC=1C=CC(=NC1)NC1=NC(=NS1)C1=NC=CC=C1